5-bromo-3-fluoro-2-hydroxybenzaldehyde BrC=1C=C(C(=C(C=O)C1)O)F